C[Si]1(CCC(CC1)NC(=O)C1=CC=2C(=CN=C(C2C(F)(F)F)OC)N1)C N-(1,1-dimethylsilinan-4-yl)-5-methoxy-4-(trifluoromethyl)-1H-pyrrolo[2,3-c]pyridine-2-carboxamide